ClC=1C=C(C=C(C1CC1=C(C=C(C=C1C)C(NC1CC1)=O)C)Cl)NC(C(=O)O)=O ((3,5-dichloro-4-(4-(cyclopropylcarbamoyl)-2,6-dimethylbenzyl)phenyl)amino)-2-oxoacetic acid